2,3,5,6-tetrafluoroterephthalic acid dimethyl ester COC(C1=C(C(=C(C(=O)OC)C(=C1F)F)F)F)=O